4-[8-amino-1-(4-{[4-(trifluoromethyl)pyridin-2-yl]carbamoyl}phenyl)imidazo[1,5-a]pyrazin-3-yl]cyclohexanecarboxylic acid NC=1C=2N(C=CN1)C(=NC2C2=CC=C(C=C2)C(NC2=NC=CC(=C2)C(F)(F)F)=O)C2CCC(CC2)C(=O)O